C1(=CC=C(C=C1)N(C1=C(C=CC=C1)C1=CC(=CC=C1)C1=CC=CC=C1)C1=CC=2N(C3=CC=CC=C3C2C=C1)C1=CC=CC=C1)C1=CC=CC=C1 biphenyl-4-yl(9-phenyl-9H-carbazol-2-yl)-[1,1':3',1'']terphenyl-2-yl-amine